(S)-Glycine NCC(=O)O